BrC=1C(=C(NC1COC)C(=O)N(CC1=CC=C(C=C1)OC)CC(C)(C)O)I 4-bromo-N-(2-hydroxy-2-methylpropyl)-3-iodo-N-(4-methoxybenzyl)-5-(methoxymethyl)-1H-pyrrole-2-carboxamide